C1(CC1)C=1C=CC(=NC1)N1N=C2N=C(NC(C2=C1)=O)OCC 2-(5-cyclopropylpyridin-2-yl)-6-ethoxy-2,5-dihydro-4H-pyrazolo[3,4-d]pyrimidin-4-one